tert-butyl (1-(4-bromophenyl)-2,2,2-trifluoroethyl)(methyl)carbamate BrC1=CC=C(C=C1)C(C(F)(F)F)N(C(OC(C)(C)C)=O)C